FC=1C=C2COC(C2=CC1)(C1=CC=C(C=C1)OC)CCCN(CC(=O)O)C N-{3-[5-fluoro-1-(4-methoxyphenyl)-1,3-dihydroisobenzofuran-1-yl]-1-propyl}-N-methylglycine